N-[3-(1H-tetrazol-5-yl)phenyl]thiophene-2-sulfonamide N1N=NN=C1C=1C=C(C=CC1)NS(=O)(=O)C=1SC=CC1